(3-(4-(4-fluoro-6-oxo-1,6-dihydropyrimidin-5-yl)benzyl)-1,2,3-oxadiazol-3-ium-5-yl)((3-(trifluoromethyl)phenyl)carbamoyl)amide FC=1N=CNC(C1C1=CC=C(C[N+]2=NOC(=C2)[N-]C(NC2=CC(=CC=C2)C(F)(F)F)=O)C=C1)=O